2-(2-{[2-(1H-1,3-Benzodiazol-2-yl)ethyl]amino}ethyl)-N-[(6-methylpyridazin-3-yl)methyl]-1,3-thiazole-4-carboxamide N1C(=NC2=C1C=CC=C2)CCNCCC=2SC=C(N2)C(=O)NCC=2N=NC(=CC2)C